3,4-dicarboxyphenylether C(=O)(O)C=1C=C(C=CC1C(=O)O)OC1=CC(=C(C=C1)C(=O)O)C(=O)O